CC1=NOC(=C1)C1=CC=2N=C(N=C(C2O1)N1CCOCC1)N1N=C(C=C1)C1=CC=CC=C1 6-(3-methylisoxazol-5-yl)-4-morpholino-2-(3-phenylpyrazol-1-yl)furo[3,2-d]pyrimidine